O1COC2=C1C=CC(=C2)CN(C(=O)[C@H]2[C@@H](CCC2)S(=O)(=O)C2=CC=C(C)C=C2)C2CCC(CC2)(F)F (1S,2R)-2-(Toluene-4-sulfonyl)-cyclopentanecarboxylic acid benzo[1,3]dioxol-5-ylmethyl-(4,4-difluoro-cyclohexyl)-amide